ClC1=CC2=C(N=C(S2)C23CC(C2)(C3)NC(=O)C=3OC(=CC3)SCC3CC3)C=C1 N-[1-(6-chloro-1,3-benzothiazol-2-yl)-3-bicyclo[1.1.1]pentanyl]-5-(cyclopropylmethylsulfanyl)furan-2-carboxamide